O=C1NC(CCC1N1C(C2=CC=CC(=C2C1)OCCCCCN1CCN(CC1)C1=CC=C(C(=O)NC2CC(C2)OC2=CC(=C(C=C2)C#N)Cl)C=C1)=O)=O 4-[4-(5-{[2-(2,6-dioxopiperidin-3-yl)-1-oxo-2,3-dihydro-1H-isoindol-4-yl]oxy}pentyl)piperazin-1-yl]-N-[(1r,3r)-3-(3-chloro-4-cyanophenoxy)cyclobutyl]benzamide